3-((3S,5R)-3-methyl-5-((5-(5-(methylsulfonyl)-1,3,4-thiadiazol-2-yl)-1H-pyrrolo[2,3-b]pyridin-4-yl)amino)piperidin-1-yl)-3-oxopropanenitrile C[C@@H]1CN(C[C@@H](C1)NC1=C2C(=NC=C1C=1SC(=NN1)S(=O)(=O)C)NC=C2)C(CC#N)=O